(R)-N-((3S,4S)-8-(5-bromopyrazin-2-yl)-3-methyl-2-oxa-8-azaspiro[4.5]dec-4-yl)-2-methylpropane-2-sulfinamide BrC=1N=CC(=NC1)N1CCC2([C@@H]([C@@H](OC2)C)N[S@](=O)C(C)(C)C)CC1